CC=1NN=C2N(C(N(C(C21)=O)C)=O)C 3,5,7-trimethyl-2H-pyrazolo[3,4-d]pyrimidine-4,6(5H,7H)-dione